(2S)-2-(2-cyclobutyl-4-fluorophenoxy)propionic acid C1(CCC1)C1=C(O[C@H](C(=O)O)C)C=CC(=C1)F